3-(5-bromo-4-(methoxy-d3)-1-oxoisoindolin-2-yl)piperidine-2,6-dione BrC=1C(=C2CN(C(C2=CC1)=O)C1C(NC(CC1)=O)=O)OC([2H])([2H])[2H]